C1=CC=NC(=C1)C2=NC(=C(N=N2)C3=CC=C(O3)S(=O)(=O)[O-])C4=CC=C(O4)S(=O)(=O)[O-].[Na+].[Na+] 3-(2-Pyridyl)-5,6-di(2-furyl)-1,2,4-triazine-5',5''-disulfonic acid disodium salt